FC(C1=NC(=NO1)C1=CC=C(C=C1)NC(OC)=O)(F)F methyl {4-[5-(trifluoro-methyl)-1,2,4-oxadiazol-3-yl]phenyl}carbamate